Cl.FC1=C(C=CC(=C1F)OC)C1=CN=C2N1C=CN=C2NC2=CC(=C(C(=O)N1CCN(CC1)C(=O)[C@H]1NC[C@@H](C1)O)C=C2)C (4-(4-((3-(2,3-difluoro-4-methoxyphenyl)imidazo[1,2-a]pyrazin-8-yl)amino)-2-methylbenzoyl)piperazin-1-yl)((2S,4R)-4-hydroxypyrrolidin-2-yl)methanone hydrochloride